N[C@@H](CC(C)C)[C@@H](O)CC(O)=O.[S] sulfur statine